C(C)(C)(C)C(CC(C)C(C)(C)C)C1=CC=CC(=C1)C(C)(C)C 1,3,5-tri-tert-butylbutylbenzene